2-iodo-6-methyl-N'-[4-methyl-3-[(4-pyridin-3-ylpyrimidin-2-yl)amino]benzoyl]benzohydrazide IC1=C(C(=O)NNC(C2=CC(=C(C=C2)C)NC2=NC=CC(=N2)C=2C=NC=CC2)=O)C(=CC=C1)C